C1=C(NC(=O)C(=C1O)/C=C/C(=O)C(=O)O)C(=O)O The molecule is an oxo dicarboxylic acid that is 4-hydroxy-6-oxo-1,6-dihydropyridine-2-carboxylic acid substituted by a 3-carboxy-3-oxoprop-1-en-1-yl group at position 5. It is an oxo dicarboxylic acid and a pyridone. It derives from a picolinic acid. It is a conjugate acid of a 5-(3-carboxy-3-oxoprop-1-en-1-yl)-4-hydroxy-6-oxo-1,6-dihydropyridine-2-carboxylate.